OC1=C2C(C(N=C2C2=C(C1=O)C=CC=C2)=O)(C)C 4-hydroxy-3,3-dimethyl-2H,3H,5H-benzo[g]indole-2,5-dione